tert-butyl N-[(1S)-2-[3-chloro-2-(3-chloro-6-methoxy-pyridine-2-carbonyl)-4-(trifluoromethyl)anilino]-1-methyl-2-oxo-ethyl]carbamate ClC=1C(=C(NC([C@H](C)NC(OC(C)(C)C)=O)=O)C=CC1C(F)(F)F)C(=O)C1=NC(=CC=C1Cl)OC